BrC1=NC(=NN1C)C(F)(F)F 5-bromo-1-methyl-3-(trifluoromethyl)-1H-1,2,4-triazole